4-(5-chloro-2-methoxyphenyl)-N-[6-(8-cyano-3-azabicyclo[3.2.1]oct-3-yl)thiazolo[4,5-b]pyrazin-2-yl]-6-methylpyridine-3-carboxamide ClC=1C=CC(=C(C1)C1=C(C=NC(=C1)C)C(=O)NC=1SC=2C(=NC=C(N2)N2CC3CCC(C2)C3C#N)N1)OC